Cl[Ru](C1=C(C=CC=C1)[N+](=O)[O-])(C1=C(C=C(C=C1)[N+](=O)[O-])C=NC1=CC=C(C=C1)C)Cl dichloro[2-[[(4-methylphenyl)imino]methyl]-4-nitrophenyl]-[2-nitrophenyl]ruthenium